CC1(CN(CC1)C1CC(C1)N1C(C2(CCNCC2)C2=CC=C(C=C12)C1=CC2=C(C(=N1)NC=1C=CC(=C(C(=O)NC)C1)C)N(C=N2)C(C)C)=O)C 5-((6-(1-((1S,3s)-3-(3,3-dimethylpyrrolidin-1-yl)cyclobutyl)-2-oxospiro[indolin-3,4'-piperidin]-6-yl)-3-isopropyl-3H-imidazo[4,5-c]pyridin-4-yl)amino)-N,2-dimethylbenzamide